Tert-butyl 4-[5-[1-(2,6-dioxo-3-piperidyl)-3-methyl-2-oxo-benzimidazol-5-yl]pentoxy]piperidine-1-carboxylate O=C1NC(CCC1N1C(N(C2=C1C=CC(=C2)CCCCCOC2CCN(CC2)C(=O)OC(C)(C)C)C)=O)=O